((4-methylquinazolin-2-yl)methyl)piperidin-4-ol CC1=NC(=NC2=CC=CC=C12)CN1CCC(CC1)O